N,N,N',N'-tetramethyl-1,5-diaminopentane CN(CCCCCN(C)C)C